BrC=1C=C(C(=NC1Cl)N)I 5-bromo-6-chloro-3-iodopyridin-2-amine